2-(2-chlorophenyl)acetic acid ClC1=C(C=CC=C1)CC(=O)O